C(C1=CC=CC=C1)(C1=CC=CC=C1)N1CC(N(CC1)CC=1C=C2CN(C(C2=CC1)=O)C1C(NC(CC1)=O)=O)CF 3-(5-((4-benzhydryl-2-(fluoromethyl)piperazin-1-yl)methyl)-1-oxoisoindolin-2-yl)piperidine-2,6-dione